O=C1NCC2C3=C(N(N=C3C1)C1=CC=C(C=C1)C(F)(F)F)CCN2C(=O)OC(C)(C)C tert-butyl 8-oxo-2-(4-(trifluoromethyl)phenyl)-2,3,4,5a,6,7,8,9-octahydro-5H-1,2,5,7-tetraazabenzo[cd]azulene-5-carboxylate